(2S,4R)-1-((S)-1-Amino-14-(tert-butyl)-12-oxo-3,6,9-trioxa-13-azapentadecan-15-oyl)-4-hydroxy-N-(4-(4-methylthiazol-5-yl)benzyl)pyrrolidine-2-carboxamide NCCOCCOCCOCCC(N[C@H](C(=O)N1[C@@H](C[C@H](C1)O)C(=O)NCC1=CC=C(C=C1)C1=C(N=CS1)C)C(C)(C)C)=O